3-{2-methoxy-4-[5-(trifluoromethyl)-1,2,4-oxadiazol-3-yl]phenoxylpropyl}-N,N-dimethylisoxazole-3-carboxamide COC1=C(OCCCC2(NOC=C2)C(=O)N(C)C)C=CC(=C1)C1=NOC(=N1)C(F)(F)F